C1(=CC=CC=C1)C1=NC(=NC(=N1)C1=CC=CC=C1)C1=C(C=CC2=CC=CC=C12)O 2,4-diphenyl-6-(2-hydroxynaphthyl)-1,3,5-triazine